C1(=CC=CC=C1)N(C1=CC=C(C=C1)C1=CC=C(C=C1)N(C=1C=CC=2N(C3=CC=CC=C3C2C1)C1=CC=CC=C1)C1=CC=CC=C1)C=1C=CC=2N(C3=CC=CC=C3C2C1)C1=CC=CC=C1 N,N'-diphenyl-N,N'-bis(9-phenyl-9H-carbazol-3-yl)biphenyl-4,4'-diamine